ClC=1C(=NC=CC1)S(=O)(C)=N (3-chloropyridin-2-yl)(imino)(methyl)-λ6-sulfanone